6-methyl-2-((4-(3-phenylisoxazolidin-2-yl)-5-(trifluoromethyl)pyrimidin-2-yl)amino)-5,6-Dihydro-4H-pyrazolo[1,5-d][1,4]diazepin-7(8H)-one CN1C(CN2C(CC1)=CC(=N2)NC2=NC=C(C(=N2)N2OCCC2C2=CC=CC=C2)C(F)(F)F)=O